OC1=CC(=NN1C)C(=O)OC methyl 5-hydroxy-1-methyl-pyrazole-3-carboxylate